IC1=CC(=CC=C1)OCCOC 1-iodo-3-(2-methoxyethoxy)benzene